ClC1=C(C(=CC(=C1)C=CC)OC)CC(=O)OC Methyl [2-chloro-6-methoxy-4-(prop-1-en-1-yl)phenyl]acetate